OC[C@@H]1C[C@@H]([C@H](C(O1)O)O)O (3R,4S,6S)-6-(hydroxymethyl)tetrahydro-2H-pyran-2,3,4-triol